(E)-7-bromo-6-chloro-7-iodohept-6-en-1-yl-4-toluenesulfonic acid Br\C(=C(\CCCCCCC1=CC=C(C=C1)S(=O)(=O)O)/Cl)\I